ClC1=NC=C(C(=N1)N[C@H](C)C1=C(C=C(C=C1)Cl)Cl)OCC(F)(F)F (R)-2-chloro-N-(1-(2,4-dichlorophenyl)ethyl)-5-(2,2,2-trifluoroethoxy)pyrimidin-4-amine